COC(C1=CC(=C(C=C1)OCC(OC)OC)C=O)=O 4-(2,2-Dimethoxyethoxy)-3-formylbenzoic acid methyl ester